1-[2-[4-(diethylamino)-2-hydroxybenzoyl]phenyl]-methanone C(C)N(C1=CC(=C(C(=O)C2=C(C=CC=C2)C=O)C=C1)O)CC